1-pentyl-1-methylpiperidinium acetate C(C)(=O)[O-].C(CCCC)[N+]1(CCCCC1)C